tert-butyl 1-[5-(2,6-dioxopiperidin-3-yl)-4-methylpyridin-2-yl]piperidine-4-carboxylate O=C1NC(CCC1C=1C(=CC(=NC1)N1CCC(CC1)C(=O)OC(C)(C)C)C)=O